C(#N)C[C@@H]1CC[C@H](CC1)C(=O)N(C[C@@H]1CC[C@H](CC1)C1=CC(=C(C=C1)OC)C)C1=CC(=CC=C1)C1=CN=C(S1)C1CC1 trans-4-(Cyanomethyl)-N-(3-(2-cyclopropylthiazol-5-yl)phenyl)-N-((trans-4-(4-methoxy-3-methylphenyl)cyclohexyl)methyl)cyclohexanecarboxamide